2-(2-amino-ethyl)-aniline dihydrochloride Cl.Cl.NCCC1=C(N)C=CC=C1